N-cyclopentyl-5-(2-((5-(4-methylpiperazin-1-yl)pyridin-2-yl)amino)pyrimidin-4-yl)-4-(trifluoromethyl)thiazol-2-amine C1(CCCC1)NC=1SC(=C(N1)C(F)(F)F)C1=NC(=NC=C1)NC1=NC=C(C=C1)N1CCN(CC1)C